1-(4-phenylsulfanyl-phenyl)-butane-1,2-dione-2-oxime C1(=CC=CC=C1)SC1=CC=C(C=C1)C(C(CC)=NO)=O